(S)-N-(3-Chloro-4-fluorophenyl)-N-ethyl-3-(6-methyl-4-(trifluoromethyl)-pyridin-2-yl)-2-oxooxazolidine-4-carboxamide ClC=1C=C(C=CC1F)N(C(=O)[C@H]1N(C(OC1)=O)C1=NC(=CC(=C1)C(F)(F)F)C)CC